N[C@@H](C)C1=NC2=CC=CC(=C2C(N1C1CC(C1)O)=O)Cl (S)-2-(1-aminoethyl)-5-chloro-3-(3-hydroxycyclobutyl)quinazolin-4(3H)-one